O=C1N(C(CC1)=O)OC(COCCOCCNC(COCCOCCNC(=O)C=1C=NC(=NC1)NS(=O)(=O)C1=CC=C(OCCCCCCCCCCCCCCCC(=O)OC(C)(C)C)C=C1)=O)=O tert-butyl 16-[4-[[5-[2-[2-[2-[2-[2-[2-(2,5-dioxopyrrolidin-1-yl)oxy-2-oxo-ethoxy]ethoxy]ethylamino]-2-oxo-ethoxy]ethoxy]ethylcarbamoyl]pyrimidin-2-yl]sulfamoyl]-phenoxy]hexadecanoate